(pyridin-4-yl)-N2-((4R,7R)-1-oxaspiro[3.5]nonan-7-yl)pyrido[4,3-d]pyrimidine-2,5-diamine N1=CC=C(C=C1)C=1C2=C(N=C(N1)NC1CCC3(CCO3)CC1)C=CN=C2N